BrC=1C=C2C(N(C(=NC2=CC1)[C@@H](CCC)N1CCNC[C@H](C1)C)CC)=O 6-bromo-3-ethyl-2-((R)-1-((R)-6-methyl-1,4-diazepan-1-yl)butyl)quinazolin-4(3H)-one